[Br-].O1C(OCC1)C[P+](C1=CC=CC=C1)(C1=CC=CC=C1)C1=CC=CC=C1 (1,3-dioxolan-2-yl)methyl-triphenyl-phosphonium bromide